C/C/1=C\\CCC(=C)[C@@H]2CC([C@H]2CC1)(C)C The molecule is a beta-caryophyllene in which the stereocentre adjacent to the exocyclic double bond has R configuration while the remaining stereocentre has S configuration. It is the enantiomer of (-)-beta-caryophyllene, which occurs much more widely than the (+)-form. It has a role as a metabolite. It is an enantiomer of a (-)-beta-caryophyllene.